1-(6-bromo-2,3-dihydrobenzo[b][1,4]dioxin-2-yl)-N,N-dimethylmethanamine BrC1=CC2=C(OC(CO2)CN(C)C)C=C1